NC1=C2C(=NC=N1)N(N=C2C2=CC=C(C=C2)OC2=CC=CC=C2)C2CCN(CC2)CCOCCN2CCC(CC2)C=2C=C1CN(C(C1=CC2)=O)C2C(NC(CC2)=O)=O 3-(5-(1-(2-(2-(4-(4-amino-3-(4-phenoxyphenyl)-1H-pyrazolo[3,4-d]pyrimidin-1-yl)piperidin-1-yl)ethoxy)ethyl)piperidin-4-yl)-1-oxoisoindolin-2-yl)piperidine-2,6-dione